B([O-])(F)F.C(C)[N+](C)(C)C ethyltrimethylammonium difluoroborate